O=C(CC1=CC=C(OC2=NC=CC=C2C(=O)N)C=C1)NC=1SC=C(N1)C1=CC=CC=C1 2-(4-(2-oxo-2-((4-phenylthiazol-2-yl)amino)ethyl)phenoxy)pyridine-3-carboxamide